FC(C(=O)N1CC(C1)N1C(N(C2=NC=CC(=C21)N2CC(C2)O)C2=CC=C(C=C2)C(F)(F)F)=O)=C 1-[1-(2-fluoroacryloyl)azetidin-3-yl]-7-(3-hydroxyazetidin-1-yl)-3-[4-(trifluoromethyl)phenyl]-2,3-dihydro-1H-imidazo[4,5-b]pyridin-2-one